C1(=C(C=CC=C1)NC(=O)C1=NC(=CC=2C3=CC=CC=C3NC12)C(=O)OC)C 1-(o-tolylcarbamoyl)-3-methoxycarbonyl-beta-carboline